[1-(6-bromo-3-chloro-quinolin-4-yl)-azetidin-3-ylmethyl]Tert-butyl carbamate C(N)(OC(CCC1CN(C1)C1=C(C=NC2=CC=C(C=C12)Br)Cl)(C)C)=O